COC1=C(C=C2CCNC(C2=C1)=O)[N+](=O)[O-] 7-methoxy-6-nitro-3,4-dihydro-2H-isoquinolin-1-one